SC=1S(C2=C(N1)C=CC=C2)(=S)=S 2-Mercaptobenzothiazole disulphide